(2-(2H-1,2,3-triazol-2-yl)phenyl)(4-aminoAzacycloheptan-1-yl)methanone N=1N(N=CC1)C1=C(C=CC=C1)C(=O)N1CCC(CCC1)N